S1C=NC2=C1C=CC(=C2)CN(C(C(=O)O)=O)CC2=NC=CC=C2F 2-((benzo[d]thiazol-5-ylmethyl)((3-fluoropyridin-2-yl)methyl)amino)-2-oxoacetic acid